COC1=C(C=CC=C1)C1=CC=C(N=N1)N1CC(CCC1)NC(C1=CC(=CC=C1)C(F)(F)F)=O N-(1-(6-(2-methoxyphenyl)pyridazin-3-yl)piperidin-3-yl)-3-(trifluoromethyl)benzamide